C(C)(=O)OC1C=C(C(C2(CC2)C1)C(=O)OC)C methyl 7-acetoxy-5-methylspiro[2.5]oct-5-ene-4-carboxylate